1-(7-(4-(1-methylcyclopropyl)phenoxy)-3,4-dihydroisoquinolin-2(1H)-yl)prop-2-en-1-one CC1(CC1)C1=CC=C(OC2=CC=C3CCN(CC3=C2)C(C=C)=O)C=C1